[Cl-].C(CCCCCCCCCCCCCCCCC)[N+](CCC[Si](OC)(OC)OC)(C)C N-octadecyldimethyl-(3-(trimethoxysilyl)propyl)ammonium chloride